C12(CNCC(CC1)C2)CC(=O)N 2-(3-azabicyclo[3.2.1]octan-1-yl)acetamide